N-{(1R)-1-[3-(difluoromethyl)-2-fluorophenyl]ethyl}-2,8-dimethyl-6-(4-methylpiperazin-1-yl)pyrido[3,4-d]pyrimidin-4-amine FC(C=1C(=C(C=CC1)[C@@H](C)NC=1C2=C(N=C(N1)C)C(=NC(=C2)N2CCN(CC2)C)C)F)F